FC=1C=C2C(=NC1)CN(C2)C(=O)NC2=CC=C(C=C2)NC(C(C)(C)O)=O 3-FLUORO-N-(4-(2-HYDROXY-2-METHYL-PROPANAMIDO)PHENYL)-5,7-DIHYDRO-6H-PYRROLO[3,4-B]PYRIDINE-6-CARBOXAMIDE